ClC1=NC=C(C(=N1)NCC1=CC=C(C=C1)N1N=C(C=C1OC)C(F)F)N 2-chloro-N4-[[4-[3-(difluoromethyl)-5-methoxy-pyrazol-1-yl]phenyl]methyl]pyrimidine-4,5-diamine